Methyl 2-[[4-[6-[(5-bromo-3-methyl-2-pyridyl)methoxy]-2-pyridyl]-2,5-difluorophenyl]methyl]-3-[[(2S)-oxetan-2-yl]methyl]benzimidazole-5-carboxylate BrC=1C=C(C(=NC1)COC1=CC=CC(=N1)C1=CC(=C(C=C1F)CC=1N(C2=C(N1)C=CC(=C2)C(=O)OC)C[C@H]2OCC2)F)C